2-(2-chlorophenyl)-N-[3-sulfamoyl-5'-(trifluoromethyl)-2,3'-bipyridine-5-yl]acetamide ClC1=C(C=CC=C1)CC(=O)NC=1C=C(C(=NC1)C=1C=NC=C(C1)C(F)(F)F)S(N)(=O)=O